BrC1=CC(=C(CC2=NC3=C(N2C[C@H]2OCC2)C=C(C=C3OC)C(=O)OC)C=C1)C\C=C\C1=C(C=CC(=C1)Cl)COC1=NC(=CC=C1)Cl methyl (S,E)-2-(4-bromo-2-(3-(5-chloro-2-(((6-chloropyridin-2-yl)oxy)methyl)phenyl)allyl)benzyl)-4-methoxy-1-(oxetan-2-ylmethyl)-1H-benzo[d]imidazole-6-carboxylate